BrC=1C=C2C(=CNC(C2=CC1)=O)Cl 6-bromo-4-chloroisoquinolin-1(2H)-one